3-amino-2,6-dichloro-N-ethylbenzamide NC=1C(=C(C(=O)NCC)C(=CC1)Cl)Cl